6-(5-cyano-1H-pyrazolo[3,4-b]pyridin-1-yl)-4-(((R)-1-(2,4-difluorobenzoyl)pyrrolidin-3-yl)amino)-N-((R)-2-fluoro-3-hydroxy-3-methylbutyl)nicotinamide C(#N)C=1C=C2C(=NC1)N(N=C2)C2=NC=C(C(=O)NC[C@H](C(C)(C)O)F)C(=C2)N[C@H]2CN(CC2)C(C2=C(C=C(C=C2)F)F)=O